ClC=1C=C(C=CC1)C(C(=O)N1[C@@H]([C@@H]2[C@H](C1)CCC2)C(=O)N[C@@H](C[C@H]2C(NCC2)=O)C(CF)=O)(F)F (1S,3aR,6aS)-2-(2-(3-Chlorophenyl)-2,2-difluoroacetyl)-N-((S)-4-fluoro-3-oxo-1-((S)-2-oxopyrrolidin-3-yl)butan-2-yl)octahydrocyclopenta[c]pyrrole-1-carboxamide